1,9-dihydropyrido[2,3-b]pyrrolo[3,2-f]indole N1C=CC=2C=C3C4=C(NC3=CC21)N=CC=C4